C(C)(C)C1=NOC(=N1)N1CCC(CC1)C(C)OC=1SC2=NC(=CC(=C2N1)C)C1=CC=C(C=C1)S(=O)(=O)C 3-isopropyl-5-(4-(1-((7-methyl-5-(4-(methylsulfonyl)phenyl)thiazolo[5,4-b]pyridin-2-yl)oxy)ethyl)piperidin-1-yl)-1,2,4-oxadiazole